ClC=1C=NC(=NC1)N1CCC2(CC(C2)CCOC2=CC(=C(C=C2)CC(=O)N2CC(C2)CNC[C@@H]([C@H]([C@@H]([C@@H](CO)O)O)O)O)F)CC1 2-[4-[2-[7-(5-chloropyrimidin-2-yl)-7-azaspiro[3.5]nonan-2-yl]ethoxy]-2-fluoro-phenyl]-1-[3-[[[(2S,3R,4R,5R)-2,3,4,5,6-pentahydroxyhexyl]amino]methyl]-azetidin-1-yl]ethanone